O1N=CC(=C1)C1=CC(=C2C=NNC2=C1)OCCOCCCCNCC=1C=C(C=C(C1)C)CC#N 2-(3-(((4-(2-((6-(isoxazol-4-yl)-1H-indazol-4-yl)oxy)ethoxy)butyl)amino)methyl)-5-methylphenyl)acetonitrile